ClC1=NC=NC(=C1C=O)Cl 4,6-dichloro-5-pyrimidine-carbaldehyde